5-chlorospiro[1H-isobenzofuran-3,4'-piperidine]-1-carboxamide ClC=1C=C2C(=CC1)C(OC21CCNCC1)C(=O)N